di-isobutylaluminium hydride C(C(C)C)[AlH]CC(C)C